N-((1s,3s)-3-Methoxycyclobutyl)-6-(2-methoxypyridin-4-yl)-5-methyl-2-(1-methyl-1H-imidazol-2-yl)pyrrolo[2,1-f][1,2,4]triazin-4-amine COC1CC(C1)NC1=NC(=NN2C1=C(C(=C2)C2=CC(=NC=C2)OC)C)C=2N(C=CN2)C